ClC=1N=CC(=NC1)C1=NN=C2N1CCN(C2)C(=O)OC(C)(C)C tert-butyl 3-(5-chloropyrazin-2-yl)-5,6-dihydro-[1,2,4]triazolo[4,3-a]pyrazin-7(8H)-carboxylate